O=C1OC(CN(C1)CCN(CC(=O)O)CCN1CC(OC(C1)=O)=O)=O N,N-Bis[2-(2,6-dioxomorpholino)ethyl]glycine